FC1(CC(C1)CC(=O)O)F (3,3-difluorocyclobutyl)acetic acid